C(C)(=O)N1C(CN(CC1)C=1C=C(C=CC1)N1C=CC2=C(C=CC(=C12)C)F)CC N-(3-(4-acetyl-3-ethylpiperazin-1-yl)phenyl)-4-fluoro-7-methyl-1H-indole